(Z)-ethyl 4-(4-((5-(4-chloro-3-((4-fluorobenzyl)carbamoyl)phenyl)furan-2-yl)methylene)-3-methyl-5-oxo-4,5-dihydro-1H-pyrazol-1-yl)benzoate ClC1=C(C=C(C=C1)C1=CC=C(O1)\C=C/1\C(=NN(C1=O)C1=CC=C(C(=O)OCC)C=C1)C)C(NCC1=CC=C(C=C1)F)=O